C1(=CC=CC=2C3=CC=CC=C3CC12)COC(=O)N[C@@H](CCC(=O)O)C(=O)OC(C)(C)C N-fluorenylmethoxycarbonyl-O-tert-butyl-L-glutamic acid